C(=C)C1=CC2=CC3=CC=C(C=C3C=C2C=C1)C=C 2,6-di-vinyl-anthracene